C(#C)C1(CC(C1)(F)F)NC(OCC1=CC=CC=C1)=O benzyl (1-ethynyl-3,3-difluorocyclobutyl)carbamate